4,7-dimethoxy-2H-1,4-benzoxazin-3(4H)-one CON1C(COC2=C1C=CC(=C2)OC)=O